N-((1r,3r)-3-(3-chloro-4-cyanophenoxy)-2,2,4,4-tetramethylcyclobutyl)-6-(4-(4-((2,6-dioxopiperidin-3-yl)amino)benzyl)piperazin-1-yl)nicotinamide ClC=1C=C(OC2C(C(C2(C)C)NC(C2=CN=C(C=C2)N2CCN(CC2)CC2=CC=C(C=C2)NC2C(NC(CC2)=O)=O)=O)(C)C)C=CC1C#N